5-[(2-chloro-5-fluorophenyl)carbonyl]-6-fluoro-1-methylindazole-4-carbonitrile ClC1=C(C=C(C=C1)F)C(=O)C1=C(C=2C=NN(C2C=C1F)C)C#N